FC(CC(=O)F)(F)F 3,3,3-trifluoropropionyl fluoride